C1(CC1)C1=C(C(=NO1)C1=C(C=CC=C1Cl)Cl)CO[C@H]1[C@@H]2CN([C@H](C1)C2)C2=NC=C(C=N2)C(=O)O 2-[(1S,4S,5R)-5-{[5-cyclopropyl-3-(2,6-dichlorophenyl)-1,2-oxazol-4-yl]methoxy}-2-azabicyclo[2.2.1]heptan-2-yl]pyrimidine-5-carboxylic acid